(1R,7S,8R,9R,10S,11S,12R,E)-8-(((R)-tert-butylsulfinyl)amino)-7-methyl-13-oxa-2-thiabicyclo[7.3.1]tridec-5-ene-10,11,12-triyl tribenzoate C(C1=CC=CC=C1)(=O)O[C@H]1[C@H]2[C@@H]([C@H](/C=C/CCS[C@H]([C@@H]([C@H]1OC(C1=CC=CC=C1)=O)OC(C1=CC=CC=C1)=O)O2)C)N[S@](=O)C(C)(C)C